C(CCCC)C1CCC(CC1)CC#N 2-(4-pentylcyclohexyl)acetonitrile